2-chloro-1-(4-cyclopropyl-2-fluorophenyl)ethan-1-one tert-butyl-(S)-2-((methylamino)methyl)pyrrolidine-1-carboxylate C(C)(C)(C)OC(=O)N1[C@@H](CCC1)CNC.ClCC(=O)C1=C(C=C(C=C1)C1CC1)F